C(C1=CC=CC=C1)N1C(=NC=C1)C1=NC=CC(=C1)C=1OC(=NN1)C(F)F 2-(1-benzyl-1H-imidazol-2-yl)-4-[5-(difluoromethyl)-1,3,4-oxadiazol-2-yl]pyridine